N-benzyl-2-chloro-N-(2-chloroethyl)ethanamine C(C1=CC=CC=C1)N(CCCl)CCCl